FC1=CN=C2N1N=C(C=C2[C@@H]2[C@H](C2)C2=CC=C1C3(C(N(C1=C2)CC(F)(F)F)=O)CCC3)C=3C(NC(NC3)=O)=O 5-(3-fluoro-8-((1S,2S)-2-(2'-oxo-1'-(2,2,2-trifluoroethyl)spiro[cyclobutane-1,3'-indolin]-6'-yl)cyclopropyl)imidazo[1,2-b]pyridazin-6-yl)pyrimidine-2,4(1H,3H)-dione